CC1=C(C=C(C=C1)NC=O)S(NCCC1=NC=CC=C1)(=O)=O N-[4-methyl-3-[2-(2-pyridyl)ethylsulfamoyl]phenyl]formamide